tert-butyl (M)-(S)-4-(7-(6-amino-3-chloropyridin-2-yl)-6-fluoro-1-(2-isopropyl-4-methylpyridin-3-yl)-2-oxo-1,2-dihydropyrido[2,3-d]pyrimidin-4-yl)-3-methylpiperazine-1-carboxylate NC1=CC=C(C(=N1)C=1C(=CC2=C(N(C(N=C2N2[C@H](CN(CC2)C(=O)OC(C)(C)C)C)=O)C=2C(=NC=CC2C)C(C)C)N1)F)Cl